2-hydroxy-4,6-bis(1-naphthyl)benzaldehyde OC1=C(C=O)C(=CC(=C1)C1=CC=CC2=CC=CC=C12)C1=CC=CC2=CC=CC=C12